C(C)(C)(C)OC(NN1C(C2=CC=CC=C2C12C1=CC=C(C=C1OC=1C=C(C=CC21)N(C)C)N(C)C)=O)=O (3',6'-bis(dimethylamino)-3-oxospiro[isoindoline-1,9'-xanthen]-2-yl)carbamic acid tert-butyl ester